ClC=1C=C(C=CC1)C1=CC=CC=2C3=CC=CC=C3N(C12)C1=CC=CC=C1 (3-chlorophenyl)-9-phenyl-9H-carbazole